2-(5'-tert.-butyl-2'-hydroxy-phenyl)benzotriazole C(C)(C)(C)C=1C=CC(=C(C1)N1N=C2C(=N1)C=CC=C2)O